4-(dimethylamino)-benzoic acid-(2-ethylhexyl) ester C(C)C(COC(C1=CC=C(C=C1)N(C)C)=O)CCCC